(1R,2R)-2-cyano-2-methylcyclopropane C(#N)C1(CC1)C